2,7-bis(2-trifluoromethyl-phenyl)-9-fluorenone FC(C1=C(C=CC=C1)C1=CC=2C(C3=CC(=CC=C3C2C=C1)C1=C(C=CC=C1)C(F)(F)F)=O)(F)F